CN1N=C(C(=C1C1=C(C(=NN1C)C)C(=O)[O-])C(C1=C(C=C(C=C1)C(F)(F)F)S(=O)(=O)C)=O)C 1,3-dimethyl-4-[2-(methylsulfonyl)-4-(trifluoromethyl) benzoyl]-1H-pyrazol-5-yl-1,3-dimethyl-1H-pyrazole-4-carboxylate